2-(tert-butyl)-N-(1-(4-(6-(1,1-dioxido-3,6-dihydro-2H-thiopyran-4-yl)-7H-pyrrolo[2,3-d]pyrimidin-4-yl)phenyl)-2-hydroxyethyl)thiazole-5-carboxamide C(C)(C)(C)C=1SC(=CN1)C(=O)NC(CO)C1=CC=C(C=C1)C=1C2=C(N=CN1)NC(=C2)C=2CCS(CC2)(=O)=O